3-amino-1,2,3-triazole NN1N=NC=C1